N[C@@H](C)C=O L-alaninaL